C(C)(C)(C)OC(CCC1=C2C(=CN=CC2=CC=C1)N1C(N(C(=NC1=O)SC)CC1=CC(=C(C=C1)F)C#N)=O)=O.C(C1CO1)N(C1=CC=C(C=C1)OCC1CO1)CC1CO1 N,N-bis(2,3-epoxypropyl)-4-(2,3-epoxypropoxy)aniline tert-butyl-3-(4-(3-(3-cyano-4-fluorobenzyl)-4-(methylthio)-2,6-dioxo-3,6-dihydro-1,3,5-triazin-1(2H)-yl)isoquinolin-5-yl)propanoate